ethyl 4-iodo-3-methyl-1-(1-methyl-1H-imidazole-2-carboxamido)-1H-pyrrole-2-carboxylate IC=1C(=C(N(C1)NC(=O)C=1N(C=CN1)C)C(=O)OCC)C